C(C)OC(=O)C=1OC2=CC=CC(=C2C(C1)=O)OC1=C(C=CC=C1)Br 5-((2-bromophenyl)oxy)-4-oxo-4H-chromene-2-carboxylic acid ethyl ester